C(#N)C1=NC(=C(C(=O)OC)C=C1)C1=C(C=CC=C1)OC methyl 6-cyano-2-(2-methoxyphenyl)nicotinate